4-(6-acryloyl-3,6-diazabicyclo[3.2.0]hept-3-yl)-5-fluoro-2,3-dimethyl-1H-indole-7-carboxamide C(C=C)(=O)N1C2CN(CC2C1)C1=C2C(=C(NC2=C(C=C1F)C(=O)N)C)C